O=C(C=C)N1C(C=CC1)=O 3-oxo-3-(2-oxo-2,5-dihydro-1H-pyrrol-1-yl)prop-1-en